ClC=1C=C(C=CC1)C(C(OC(=O)N[C@H](C(=O)N[C@H](C(=O)OC)C[C@H]1C(NCC1)=O)CC1(CC1)CC)C1=CC=CC=C1)(F)F methyl (2S)-2-((2S)-2-(((2-(3-chlorophenyl)-2,2-difluoro-1-phenylethoxy)carbonyl)amino)-3-(1-ethylcyclopropyl)propanamido)-3-((S)-2-oxopyrrolidin-3-yl)propanoate